2,5-bis(mercaptomethyl)-1,4-dithian SCC1SCC(SC1)CS